C(C)(=O)N\C(\C(=O)O)=C/C1=CC(=CC(=C1)F)Br (Z)-2-acetamido-3-(3-bromo-5-fluorophenyl)acrylic acid